N-(2-bromo-4-methoxyphenyl)benzamide BrC1=C(C=CC(=C1)OC)NC(C1=CC=CC=C1)=O